(S)-N-(1-(1-cyanoethyl)-3-isopropoxy-1H-pyrazol-4-yl)formamide C(#N)[C@H](C)N1N=C(C(=C1)NC=O)OC(C)C